di(n-hexyloxy)phosphonoglycolic acid C(CCCCC)OOP(=O)(OOCCCCCC)OCC(=O)O